dimethyl 3-oxo-1,3-dihydroisobenzofuran-1-ylphosphonate O=C1OC(C2=CC=CC=C12)P(OC)(OC)=O